(2S)-4-hydroxy-1-(6-oxo-6-undecyloxy-hexanoyl)pyrrolidine-2-carboxylic acid [8-(1-octylnonyloxy)-8-oxo-octyl] ester C(CCCCCCC)C(CCCCCCCC)OC(CCCCCCCOC(=O)[C@H]1N(CC(C1)O)C(CCCCC(OCCCCCCCCCCC)=O)=O)=O